FC(OC=1C=C(C=CC1C1(CC(=C(C2=CC=CC=C12)N)\N=N\[H])S(=O)(=O)N)C1=CC(=C(C=C1)C1(CC(=C(C2=CC=CC=C12)N)\N=N\[H])S(=O)(=O)N)OC(F)(F)F)(F)F 1,1'-(3,3'-ditrifluoromethoxy[1,1'-biphenyl]-4,4'-diyl)bis{4-amino-3-[(E)-diazenyl]naphthalene-1-sulfonamide}